C(C)(C)P(C(C)C)CC diisopropylphosphino(ethane)